FC(C)(S(=O)(=O)C1=CC=NN1C)C1CCN(CC1)C(=O)NC1=NOC=C1 4-(1-fluoro-1-((1-methyl-1H-pyrazol-5-yl)sulfonyl)ethyl)-N-(isoxazol-3-yl)piperidine-1-carboxamide